C(C1=CC=CC=C1)C1N(CC2=CC(=CC(=C2C1)F)OC)C(=O)OCC1=CC=CC=C1 benzyl 3-benzyl-5-fluoro-7-methoxy-3,4-dihydroisoquinoline-2(1H)-carboxylate